4-(1-methyl-4-piperidinyl)benzene CN1CCC(CC1)C1=CC=CC=C1